1-((5aS,6R,11bR)-14-(cyclopropylmethyl)-5a,10-dihydroxy-1,2,5,5a,6,7-hexahydro-6,11b-(epiminoethano)naphtho[1,2-d]azepin-3(4H)-yl)-2-(1H-imidazol-4-yl)ethan-1-one C1(CC1)CN1CC[C@]23CCN(CC[C@]2([C@H]1CC1=CC=C(C=C13)O)O)C(CC=1N=CNC1)=O